C(C)(C)(C)OC(=O)N1C(CC1)OC=1C=NN(C1)C ((1-methyl-1H-pyrazol-4-yl)oxy)azetidine-1-carboxylic acid tert-butyl ester